Tetraglycidyl-diaminodiphenylmethane C(C1CO1)C=1C(=C(C(=C(C1)C(C1=CC=CC=C1)(N)N)CC1CO1)CC1CO1)CC1CO1